C1(C=CC(N1CCCCCC(=O)N(N)C(CCCCC)=O)=O)=O N-ε-maleimidocaproyl-hexanoic acid hydrazide